1,1'-bis(di-tert-butylphosphino)ferrocen C(C)(C)(C)P([C-]1C=CC=C1)C(C)(C)C.[C-]1(C=CC=C1)P(C(C)(C)C)C(C)(C)C.[Fe+2]